O(S(=O)(=O)C(F)(F)F)C1=C(C(N(C2=CC=C(N=C12)Br)C)=O)C#N 6-bromo-3-cyano-1-methyl-2-oxo-1,2-dihydro-1,5-naphthyridin-4-yl triflate